COC(CCC(C)(C)NC(CN1C(C(C2=CC(=CC=C12)C(F)(F)F)(C)C)=O)=O)=O 4-{2-[3,3-dimethyl-2-oxo-5-(trifluoromethyl)indol-1-yl]acetamido}-4-methylpentanoic acid methyl ester